ClC=1C=C(C=CC1)[C@@H]([C@@H](C1=CC=C(C=C1)Cl)NC(OC(C)(C)C)=O)O tert-Butyl ((1R,2S)-2-(3-chlorophenyl)-1-(4-chlorophenyl)-2-hydroxyethyl)carbamate